dimethyl-pyrrolidine-2,5-dione CC1C(C(NC1=O)=O)C